C(C)(C)(C)OC(=O)NCCCCCCOC=1C=C(C=CC1)CC(=O)OC(C)(C)C tert-butyl 2-{3-[(6-{[(tert-butoxy)carbonyl]amino}hexyl)oxy]phenyl}acetate